tert-butyl (5-methylpiperidin-3-yl)carbamate CC1CC(CNC1)NC(OC(C)(C)C)=O